O=C1NC(CCC1C1=CN(C2=CC(=CC=C12)N1CCC(CC1)NC(OC(C)(C)C)=O)C)=O tert-butyl N-[1-[3-(2,6-dioxo-3-piperidyl)-1-methyl-indol-6-yl]-4-piperidyl]carbamate